[C@@H]1([C@@H](O)[C@H](O)[C@H](O)[C@@H](O1)C)OCCNC(CN(CC(NCCCCCNC(OCC1=CC=CC=C1)=O)=O)CC(=O)O)=O 13-[2-({2-[(α-L-Fucopyranosyl)oxy]ethyl}amino)-2-oxoethyl]-3,11-dioxo-1-phenyl-2-oxa-4,10,13-triazapentadecan-15-oic acid